FC(C=1C(=CNC(C1)=O)C(=O)NC=1C(=CC(=C(C1)C=1CCN(CCC1)C(=O)OC(C)C)F)N1C[C@H](N([C@H](C1)C)C)C)F |r| propan-2-yl 4-[5-[[4-(difluoromethyl)-6-oxo-1H-pyridine-3-carbonyl]amino]-2-fluoro-4-[rac-(3R,5S)-3,4,5-trimethylpiperazin-1-yl]phenyl]-2,3,6,7-tetrahydroazepine-1-carboxylate